CS(=O)(=O)C=1C(=NC=CC1)C1=CC=CC=C1 (methylsulfonyl)-2-phenylpyridine